2-bromo-6,7-dihydrobenzo[b]thiophen-4(5H)-one BrC1=CC2=C(S1)CCCC2=O